1,5-dihydropyrimidin N1CN=CCC1